C(C)N1C(NC2=CC(=C(C=C2C1=S)F)CN1CCN(CC1)C=1C=CC(=NC1C)C(=O)NC)=O 5-(4-((3-ethyl-6-fluoro-2-oxo-4-thioxo-1,2,3,4-tetrahydroquinazolin-7-yl)methyl)piperazin-1-yl)-N,6-dimethylpicolinamide